ClC1=CC2=C(S1)C1(CC(NCC1)C=1N=NN(C1)C)OCC2(O)C(F)F 2-chloro-4-(difluoromethyl)-2'-(1-methyltriazol-4-yl)spiro[5H-thieno[2,3-c]pyran-7,4'-piperidine]-4-ol